(7R)-2-{2-[1-(cyclopropylmethyl)-6-(5-methoxy-1H-pyrazol-4-yl)-1H-pyrrolo[2,3-b]pyridin-2-yl]-7-methoxy-1-methyl-1H-1,3-benzodiazole-5-carbonyl}-2-azabicyclo[2.2.1]heptan-7-amine C1(CC1)CN1C(=CC=2C1=NC(=CC2)C=2C=NNC2OC)C2=NC1=C(N2C)C(=CC(=C1)C(=O)N1C2CCC(C1)[C@H]2N)OC